ClC1=CC=2N(C(C=3N(C2C=N1)C=CN3)=O)C3=C(C=CC=C3)C 3-chloro-5-(o-Tolyl)Imidazolo[1,2-a]pyrido[4,3-e]pyrazine-6(5H)-on